[O-2].[Eu+3].[O-2].[O-2].[Eu+3] Europium oxid